CN(C1=C2C=CC=C(C2=CC=C1)S(=O)(=O)NN1C(C2=CC=CC=3C2=C(C1=O)C=C(C3)[N+](=O)[O-])=O)C 5-(dimethylamino)-N-(5-nitro-1,3-dioxo-1H-benzo[de]isoquinolin-2(3H)-yl)naphthalene-1-sulfonamide